1-iodo-2-methoxy-2-methylpropane ICC(C)(C)OC